(1R,4R)-5-((1-(1H-pyrazol-4-yl)piperidin-4-yl)methyl)-2,5-diazabicyclo[2.2.1]heptane-2-carboxylic acid tert-butyl ester C(C)(C)(C)OC(=O)N1[C@H]2CN([C@@H](C1)C2)CC2CCN(CC2)C=2C=NNC2